1,3-bis[(2-pentoxycyclohex-1-yl)methyl]imidazolium C(CCCC)OC1C(CCCC1)CN1C=[N+](C=C1)CC1C(CCCC1)OCCCCC